CC(C(=O)OCN1C(CCC2=CC=C(C=C12)CCN1CCN(CC1)C1=CC(=CC=2SC=CC21)F)=O)CCCC (7-(2-(4-(6-Fluorobenzo[b]thiophen-4-yl)piperazin-1-yl)ethyl)-2-oxo-3,4-dihydroquinolin-1(2H)-yl)methyl 2-methylhexanoate